4-[5-(bromomethyl)-4-iodo-1-methyl-pyrazol-3-yl]oxypiperidine-1-carboxylic acid tert-butyl ester C(C)(C)(C)OC(=O)N1CCC(CC1)OC1=NN(C(=C1I)CBr)C